2-(2-hydroxy-3,5-di-tert-amyl-phenyl)-2H-benzotriazole OC1=C(C=C(C=C1C(C)(C)CC)C(C)(C)CC)N1N=C2C(=N1)C=CC=C2